((3-(trifluoromethyl)phenyl)carbamoyl)(3-(4-(1,3,5-trimethyl-1H-pyrazol-4-yl)benzyl)-1,2,3-oxadiazol-3-ium-5-yl)amide FC(C=1C=C(C=CC1)NC(=O)[N-]C1=C[N+](=NO1)CC1=CC=C(C=C1)C=1C(=NN(C1C)C)C)(F)F